N-[3-[2-[2-[2-[2-[2-(2,6-dioxo-3-piperidyl)-1,3-dioxo-isoindolin-5-yl]oxyethoxy]-ethoxy]ethoxy]ethoxy]propyl]-2-[4-[(6-fluoro-1,3-benzothiazol-2-yl)oxy]phenoxy]acetamide O=C1NC(CCC1N1C(C2=CC=C(C=C2C1=O)OCCOCCOCCOCCOCCCNC(COC1=CC=C(C=C1)OC=1SC2=C(N1)C=CC(=C2)F)=O)=O)=O